C(C)C(COS(=O)(=O)[O-])CCCC.[Na+] sodium 2-ethylhexylsulfate